3-(4-((5-(dimethylamino)pentyl)thio)-1-oxoisoindolin-2-yl)piperidine-2,6-dione CN(CCCCCSC1=C2CN(C(C2=CC=C1)=O)C1C(NC(CC1)=O)=O)C